7-fluoro-N-(5-(oxazolo[5,4-b]pyridin-7-yl)-1H-pyrazol-3-yl)-5-(piperidin-4-yl)-5H-pyrrolo[2,3-b]pyrazin-3-amine FC1=CN(C2=NC(=CN=C21)NC2=NNC(=C2)C2=C1C(=NC=C2)OC=N1)C1CCNCC1